ClC1=CC(=C(C=C1)C1(OC2=C(O1)C=CC=C2C2CCN(CC2)CC2=NC=C(C#N)C=C2CCS(=O)(=O)C)C)F 6-((4-(2-(4-chloro-2-fluorophenyl)-2-methylbenzo[d][1,3]dioxol-4-yl)piperidin-1-yl)methyl)-5-(2-(methylsulfonyl)ethyl)nicotinonitrile